CC(OC)COC methyl-dimethoxyethane